C(C)(C)(C)NC[C@H](O)C1=NC=CC=C1Cl (S)-2-(tert-butylamino)-1-(3-chloropyridin-2-yl)ethan-1-ol